CON1C(=CC=2C1=CN=CC2C(F)(F)F)C(=O)O methoxy-4-(trifluoromethyl)-1H-pyrrolo[2,3-c]pyridine-2-carboxylic acid